4-[(2S,4R)-4-Cyclopropylpiperidin-2-yl]-2-fluorobenzoic acid methyl ester COC(C1=C(C=C(C=C1)[C@H]1NCC[C@H](C1)C1CC1)F)=O